FC(C(=CC#N)C1=CC=C(C=C1)Br)F 3-difluoromethyl-3-(4'-bromophenyl)acrylonitrile